ClC1=C(C=CC=C1C(F)(F)F)C(=O)N1[C@@H](C=2N(CC1)C(=NN2)C(F)(F)F)C2=CC=CC=C2 |r| (±)-(2-chloro-3-(trifluoromethyl)phenyl)(8-phenyl-3-(trifluoromethyl)-5,6-dihydro-[1,2,4]triazolo[4,3-a]pyrazin-7(8H)-yl)methanone